BrC1=C(NC=C1)C=1N=NN(N1)COCC[Si](C)(C)C 5-(3-bromo-1H-pyrrol-2-yl)-2-{[2-(trimethylsilyl)ethoxy]methyl}-2H-tetrazole